methyl-tetrafluoroiron borate B(O)(O)O.C[Fe](F)(F)(F)F